4-[(3-iodoimidazo[1,2-a]pyrazin-8-yl)amino]-2-methyl-benzoic acid IC1=CN=C2N1C=CN=C2NC2=CC(=C(C(=O)O)C=C2)C